7-bromo-3-(2,5-dichloropyrimidin-4-yl)-1-((2-(trimethylsilyl)ethoxy)methyl)-1H-indole-6-carbonitrile BrC=1C(=CC=C2C(=CN(C12)COCC[Si](C)(C)C)C1=NC(=NC=C1Cl)Cl)C#N